CC(O)C1CCCCC1.[I] iodine methyl-cyclohexyl-methanol